CN(CC1(CC1)C=1SC2=C(N1)C=C(C=C2)B2OC(C(O2)(C)C)(C)C)C N,N-dimethyl-1-(1-(5-(4,4,5,5-tetramethyl-1,3,2-dioxaborolan-2-yl)benzo[d]thiazol-2-yl)cyclopropyl)methanamine